C[N+](C)(C)CCCNC(C(C(C(C(C(C(C(F)(F)F)(F)F)(F)F)(F)F)(F)F)(F)F)(F)F)=O N-trimethylammoniopropyl-perfluorooctaneamide